P(=O)(OCC)OP(=O)(OCC)OP(=O)OCC triethyl triphosphonate